38-methyltetracontyl oleate C(CCCCCCC\C=C/CCCCCCCC)(=O)OCCCCCCCCCCCCCCCCCCCCCCCCCCCCCCCCCCCCCC(CC)C